GLYCEROL OCC(O)CO